N-methyl-5-(4-((6-methyl-5,7-dioxo-4,5,6,7-tetrahydrothiazolo[4,5-d]pyrimidin-2-yl)methyl)piperazin-1-yl)picolinamide CNC(C1=NC=C(C=C1)N1CCN(CC1)CC=1SC2=C(NC(N(C2=O)C)=O)N1)=O